O1CCC2=C1C=CC(=C2)S(=O)(=O)N2CCC(CC2)C2=NC=C(C#N)C=C2C 6-(1-((2,3-dihydrobenzofuran-5-yl)sulfonyl)piperidin-4-yl)-5-methylnicotinonitrile